2''-(difluoromethyl)-3-fluoro-5''-methoxy-2-oxo-2H-[1,2':4',4''-terpyridine]-5'-carboxylic acid FC(C1=NC=C(C(=C1)C1=CC(=NC=C1C(=O)O)N1C(C(=CC=C1)F)=O)OC)F